O=C1C(CC2=CC=CC=C12)=CC1=CC=C(O1)C1=CC=C(C(=O)O)C=C1 4-[5-[(1,3-Dihydro-1-oxo-2H-inden-2-ylidene)methyl]-2-furanyl]benzoic acid